3-(3-Cyanobenzamido)thiophene-2-carboxylic acid methyl ester COC(=O)C=1SC=CC1NC(C1=CC(=CC=C1)C#N)=O